O1C(=NN=C1)C[C@H](C(=O)N[C@@H](CCCC1=CC=CC=C1)B(O)O)NC(=O)C1=NC=CN=C1 ((R)-1-((R)-3-(1,3,4-oxadiazol-2-yl)-2-(pyrazine-2-carboxamido)propanamido)-4-phenylbutyl)boronic acid